O-propyl-L-phenylalanine C(CC)OC([C@@H](N)CC1=CC=CC=C1)=O